BrC=1C=C2C(=CN=C(C2=C(C1)F)NC=1C=C(C=2N(C1)C=C(N2)C)F)C 6-bromo-8-fluoro-N-(8-fluoro-2-methyl-imidazo[1,2-a]pyridin-6-yl)-4-methyl-isoquinolin-1-amine